N-[5-(2,2-difluoroethyl)-4-methoxy-pyrimidin-2-yl]-5-(3-fluoro-2-pyridyl)-1H-pyrrole-3-sulfonamide FC(CC=1C(=NC(=NC1)NS(=O)(=O)C1=CNC(=C1)C1=NC=CC=C1F)OC)F